OC1C([C@@H](O[C@@H]1CON(C1CCOCC1)C)N1C(NC(C=C1)=O)=O)OC 1-[(2R,5R)-4-hydroxyl-3-methoxy-5-[[methyl(tetrahydropyran-4-yl)amino]oxymethyl]tetrahydrofuran-2-yl]pyrimidine-2,4-dione